6-amino-9-[1-(azetidin-3-yl)piperidin-4-yl]-7-(4-phenoxyphenyl)purin-8-one NC1=C2N(C(N(C2=NC=N1)C1CCN(CC1)C1CNC1)=O)C1=CC=C(C=C1)OC1=CC=CC=C1